FC=1C=C(C=C(C1)F)C(CC(=O)OC)C[N+](=O)[O-] Methyl 3-(3,5-difluorophenyl)-4-nitrobutanoate